bis[4-(1,1,3,3-tetramethylbutyl)phenyl]-2,2-bis(3,5-di-t-butyl-4-hydroxybenzyl)malonate CC(CC(C)(C)C)(C)C1=CC=C(C=C1)OC(C(C(=O)OC1=CC=C(C=C1)C(CC(C)(C)C)(C)C)(CC1=CC(=C(C(=C1)C(C)(C)C)O)C(C)(C)C)CC1=CC(=C(C(=C1)C(C)(C)C)O)C(C)(C)C)=O